ClC1=C(C=C(C=C1)NC)C1COCCCN1C1=NC(=NC(=C1)C)N 4-[3-[2-chloro-5-(methyl-amino)phenyl]-1,4-oxazepan-4-yl]-6-methyl-pyrimidin-2-amine